C12CNCCC(CC1)N2C2=NC(=NC1=C(C(=C(C=C21)Cl)C2=CC(=CC1=CC=CC=C21)O)F)OC[C@H]2N(CCC2)C 4-(4-(3,9-diazabicyclo[4.2.1]nonan-9-yl)-6-chloro-8-fluoro-2-(((S)-1-methylpyrrolidin-2-yl)methoxy)quinazolin-7-yl)naphthalen-2-ol